FC1=CC=C(C=C1)C(CN1CCN(CC1)C(=O)OC(C)(C)C)=O tert-butyl 4-[2-(4-fluorophenyl)-2-oxo-ethyl]piperazine-1-carboxylate